4-(2-Fluoroethoxy)-N-[4-(4-thiazol-2-ylpiperazin-1-yl)phenyl]benzamid FCCOC1=CC=C(C(=O)NC2=CC=C(C=C2)N2CCN(CC2)C=2SC=CN2)C=C1